(3aR,7R,7aS)-1-(6-(2-hydroxy-4-(trifluoromethyl)phenyl)-5-methyl-1,2,4-triazin-3-yl)octahydro-1H-indol-7-ol OC1=C(C=CC(=C1)C(F)(F)F)C1=C(N=C(N=N1)N1CC[C@H]2CCC[C@H]([C@@H]12)O)C